2-(5-amino-2-methylphenylsulfonamido)-N,N-dimethylacetamide NC=1C=CC(=C(C1)S(=O)(=O)NCC(=O)N(C)C)C